1-(3-((tert-Butoxycarbonyl)amino)propyl)pyridin-1-ium C(C)(C)(C)OC(=O)NCCC[N+]1=CC=CC=C1